tert-Butyl 6-(1-methylcyclopropyl)-2-azaspiro[3.3]hept-5-ene-2-carboxylate CC1(CC1)C1=CC2(CN(C2)C(=O)OC(C)(C)C)C1